Ethanesulfonyl chloride C(C)S(=O)(=O)Cl